(R)-2-(4-methoxybenzyl)-4-methylene-1-p-toluenesulfonylpyrrolidine COC1=CC=C(C[C@H]2N(CC(C2)=C)S(=O)(=O)C2=CC=C(C)C=C2)C=C1